C1(CC1)C=1C=C(C=NC1)N1C(N(C(C1)=O)C1=CC(=C(C=C1)OC1=NC=NC2=CC(=C(C=C12)OC)OC)C(C)C)=O 1-(5-cyclopropyl-3-pyridinyl)-3-{4-[(6,7-dimethoxy-4-quinazolinyl)oxy]-3-isopropylphenyl}-2,4-imidazolidinedione